1-benzyl-N-[(6S)-4-methyl-5-oxo-2-[(2,2,2-trifluoroethylamino)methyl]-7,8-dihydro-6H-pyrazolo[1,5-a][1,3]diazepin-6-yl]-1,2,4-triazole-3-carboxamide C(C1=CC=CC=C1)N1N=C(N=C1)C(=O)N[C@@H]1C(N(C=2N(CC1)N=C(C2)CNCC(F)(F)F)C)=O